(5,9,13,17-tetramethyloctadecanoyl)glycerol CC(CCCC(=O)C(O)C(O)CO)CCCC(CCCC(CCCC(C)C)C)C